6-[(3S)-3-(cyanomethyl)piperazin-1-yl]-N-(3-hydroxy-1-naphthyl)-2-[[(2R)-1-methylpyrrolidin-2-yl]methoxy]pyrimidine-4-carboxamide C(#N)C[C@H]1CN(CCN1)C1=CC(=NC(=N1)OC[C@@H]1N(CCC1)C)C(=O)NC1=CC(=CC2=CC=CC=C12)O